C[C@H]1CCC(N(C1)C(C(=O)NC=1C2=C(C=NC1)C=NN2)=O)C=2C=CC1=C(N=C(S1)C1CN(CC1)C)C2 2-[(5S)-5-methyl-2-[2-(1-methylpyrrolidin-3-yl)-1,3-benzothiazol-5-yl]-1-piperidyl]-2-oxo-N-(1H-pyrazolo[4,3-c]pyridin-7-yl)acetamide